ClC1=C(C=C(C=C1)F)C1(NC(C2=C1C(=CC1=C(N(N=C21)C)C#C[Si](C(C)C)(C(C)C)C(C)C)NC(C2=CC(=CC(=C2)F)C(F)(F)F)=O)=O)O N-[6-(2-chloro-5-fluorophenyl)-6-hydroxy-2-methyl-8-oxo-3-{[tris(prop-2-yl)silyl]ethynyl}-7,8-dihydro-6H-pyrrolo[4,3-g]indazol-5-yl]-5-fluoro-3-(trifluoromethyl)benzamide